NC1=C(C2=C(S1)C(=CC=C2C=2C1=C(C=3C=NC(=NC3C2Cl)OC[C@@]23CCCN3CC(C2)=C)COC1)F)C#N 2-amino-4-(5-chloro-3-(((R)-2-methylidenetetrahydro-1H-pyrrolizin-7a(5H)-yl)methoxy)-7,9-dihydrofuro[3,4-f]quinazolin-6-yl)-7-fluorobenzo[b]thiophene-3-carbonitrile